ClC=1C(=C(C#N)C=C(C1)C(C)(C)C1=CC=C(C=C1)OCC1=NC(=NC=C1)Cl)OC 3-chloro-5-(2-(4-((2-Chloropyrimidin-4-yl)methoxy)phenyl)propan-2-yl)-2-methoxybenzonitrile